NC1=NC=2C=C(C=CC2C2=C1N=C(N2CC(C)(O)C)COCC)CC2=CC=C(C=C2)CCN 1-(4-amino-7-(4-(2-aminoethyl)benzyl)-2-(ethoxymethyl)-1H-imidazo[4,5-c]quinolin-1-yl)-2-methylpropan-2-ol